(1R,3S,4R)-N-[(1R)-1-cyano-2-[(3S)-2-oxo-3-piperidyl]ethyl]-2-[(2S)-2-(2,5-difluoroanilino)propanoyl]-5,5-difluoro-2-azabicyclo[2.2.2]octane-3-carboxamide C(#N)[C@@H](C[C@H]1C(NCCC1)=O)NC(=O)[C@H]1N([C@H]2CC([C@@H]1CC2)(F)F)C([C@H](C)NC2=C(C=CC(=C2)F)F)=O